potassium naphthalate C1(=CC=CC2=CC=CC=C12)C(=O)[O-].[K+]